CN1C2CCCC1CCC2 9-methyl-9-azabicyclo[3.3.1]nonan